S(OC1=CC=C2C(=CN(C2=C1)C)C=1C(=NC(=CC1)OCC1=CC=CC=C1)OCC1=CC=CC=C1)(=O)(=O)F 3-(2,6-bis(benzyloxy)pyridin-3-yl)-1-methyl-1H-indol-6-yl sulfurofluoridate